2-(difluoromethyl)-5-(3,4,5-trifluorophenyl)-1,3,4-oxadiazole FC(C=1OC(=NN1)C1=CC(=C(C(=C1)F)F)F)F